tert-butyl (2-(6-((5-cyano-6-isopropylpyrazine-2-yl)amino)-1-(methylamino)-2,7-naphthyridin-4-yl)propan-2-yl)carbamate C(#N)C=1N=CC(=NC1C(C)C)NC=1C=C2C(=CN=C(C2=CN1)NC)C(C)(C)NC(OC(C)(C)C)=O